BrC1=NNC(=N1)C=1N=C2N(C=CC(=N2)C(F)(F)F)C1C1=CN=CN1 3-bromo-5-[3-(1H-imidazol-5-yl)-7-(trifluoromethyl)imidazo[1,2-a]pyrimidin-2-yl]-1H-1,2,4-triazole